C(CCCCCCCCCCCCC)(=O)OCCCCCCCCCCCCCCCCCCCC n-eicosyl tetradecanoate